C(C1=CC=CC=C1)ON1[C@@H]2CC[C@H](N(C1=O)C2)C(NC(=O)[C@@H]2CN(CC2)C)=N (3S)-N-(((2S,5R)-6-(benzyloxy)-7-oxo-1,6-diazabicyclo[3.2.1]octan-2-yl)(imino)methyl)-1-methylpyrrolidine-3-carboxamide